S1C=NC2=C1C=C(C=C2)C=2N=CC=1N(C2)C=C(N1)NC(=O)C1C(C1)(C)C N-(6-(benzo[d]thiazol-6-yl)imidazo[1,2-a]pyrazin-2-yl)-2,2-dimethylcyclopropane-1-carboxamide